Tert-Butyl (5-chloro-3-cyanopyrazolo[1,5-a]pyrimidin-7-yl)(3-fluorobenzyl)carbamate ClC1=NC=2N(C(=C1)N(C(OC(C)(C)C)=O)CC1=CC(=CC=C1)F)N=CC2C#N